1,3,5-triethyl-benzene methyl-8-((2-cyano-3-METHYLPHENYL)amino)-8-oxooctanoate COC(CCCCCCC(=O)NC1=C(C(=CC=C1)C)C#N)=O.C(C)C1=CC(=CC(=C1)CC)CC